O1CCC(CC1)C1=CC2=C(N=CN=C2)NC1=O 6-(tetrahydro-2H-pyran-4-yl)pyrido[2,3-d]pyrimidin-7(8H)-one